FC(CN(C(OC(C)(C)C)=O)C)(C1=CC=C(C=C1)N1N=C(C=C1)NC(N[C@H]1CCOC2=C(C=CC=C12)Cl)=O)F tert-butyl N-[2,2-difluoro-2-[4-[3-[[(4S)-8-chlorochroman-4-yl]carbamoylamino]pyrazol-1-yl]phenyl]ethyl]-N-methylcarbamate